behenic acid (4aS,7aS,12bS)-3-(cyclopropylmethyl)-4a-hydroxy-7-methylene-2,3,4,4a,5,6,7,7a-octahydro-1H-4,12-methanobenzofuro[3,2-e]isoquinolin-9-yl ester C1(CC1)CN1C2[C@@]3(CCC([C@H]4[C@]3(CC1)C1=C(O4)C(=CC=C1C2)OC(CCCCCCCCCCCCCCCCCCCCC)=O)=C)O